C(#N)C1=C(OC2=CC(=NC=N2)OC2=C(C=CC=C2)/C(/C(=O)OC)=C\OC)C=CC=C1 methyl (2E)-2-(2-{[6-(2-cyanophenoxy)pyrimidin-4-yl]oxy}phenyl)-3-methoxyprop-2-enoate